BrC=1C(=C(C(=O)OC)C=CC1F)F methyl 3-bromo-2,4-difluorobenzoate